C(C)(C)(C)OC(=O)N[C@H](C(=O)OCC#N)CC1=CC2=C(C=C(O2)C#N)C=C1 Cyanomethyl (S)-2-((tert-butoxy-carbonyl)amino)-3-(2-cyanobenzo-furan-6-yl)propanoate